bis[1,2-dipalmitoyl-sn-glycero-3-phospho]-glycerol sodium salt [Na].C(CCCCCCCCCCCCCCC)(=O)OC[C@@H](OC(CCCCCCCCCCCCCCC)=O)COP(=O)(O)OCC(COP(OC[C@@H](COC(CCCCCCCCCCCCCCC)=O)OC(CCCCCCCCCCCCCCC)=O)(=O)O)O